OCC1CCN(CC1)C(=O)N1CCCCC1 1-(4-(hydroxymethyl)piperidine-1-carbonyl)piperidin